2-([1,1'-biphenyl]-4-yl)-4-chloro-6-(9,9-diphenyl-9H-fluoren-4-yl)-1,3,5-triazine C1(=CC=C(C=C1)C1=NC(=NC(=N1)Cl)C1=CC=CC=2C(C3=CC=CC=C3C12)(C1=CC=CC=C1)C1=CC=CC=C1)C1=CC=CC=C1